(R)-N-((4-(((R)-4-(3-(DIFLUOROMETHOXY)AZETIDIN-1-YL)-1-((4-FLUOROPHENYL)THIO)BUTAN-2-YL)AMINO)-3,5-DIFLUOROPHENYL)SULFONYL)-2-METHYLTETRAHYDRO-2H-PYRAN-2-CARBOXAMIDE FC(OC1CN(C1)CC[C@H](CSC1=CC=C(C=C1)F)NC1=C(C=C(C=C1F)S(=O)(=O)NC(=O)[C@@]1(OCCCC1)C)F)F